(2S)-2-(diethylcarbamoylamino)-4-[3-phenoxypropyl-[4-(5,6,7,8-tetrahydro-1,8-naphthyridin-2-yl)butyl]amino]butanoic acid C(C)N(C(=O)N[C@H](C(=O)O)CCN(CCCCC1=NC=2NCCCC2C=C1)CCCOC1=CC=CC=C1)CC